[Na+].CC(C)S(=O)[O-] propane-2-sulfinate sodium salt